tert-butyl 4-[4-[[3-[1-(cyanomethyl)-3-(trifluoromethyl)pyrazol-4-yl]imidazo[1,2-a]pyrazin-8-yl]amino]-2-methyl-benzoyl]piperazine-1-carboxylate C(#N)CN1N=C(C(=C1)C1=CN=C2N1C=CN=C2NC2=CC(=C(C(=O)N1CCN(CC1)C(=O)OC(C)(C)C)C=C2)C)C(F)(F)F